benzyl-phthalimide dithioformate C(=S)S.C(C1=CC=CC=C1)C1=C2C(C(=O)NC2=O)=CC=C1